1-(3-(4-((3-methyl-4-((1-methyl-1H-benzo[d][1,2,3]triazol-5-yl)oxy)phenyl)amino)pyrido[3,2-d]pyrimidin-6-yl)-3,8-diazabicyclo[3.2.1]octan-8-yl)prop-2-en-1-one CC=1C=C(C=CC1OC1=CC2=C(N(N=N2)C)C=C1)NC=1C2=C(N=CN1)C=CC(=N2)N2CC1CCC(C2)N1C(C=C)=O